(2-carbamoyl-4-pyridinyl)-2-[(3R)-4,4-difluoro-3-methyl-1-piperidinyl]-5-(trifluoromethyl)-pyridine-3-carboxamide C(N)(=O)C1=NC=CC(=C1)C1=C(C(=NC=C1C(F)(F)F)N1C[C@H](C(CC1)(F)F)C)C(=O)N